C(C#C)N1C(NC2=NC=NC=C12)=O 7-(prop-2-yn-1-yl)-7,9-dihydro-8H-purin-8-one